FC1([C@@H](CN(C1)C1COC1)NC1=NN2C(C(=N1)OC)=C(C(=C2)F)C=2C=CC1=C(N(C=N1)CC(F)F)C2)F (R)-N-(4,4-difluoro-1-(oxetan-3-yl)pyrrolidin-3-yl)-5-(1-(2,2-difluoroethyl)-1H-benzo[d]imidazol-6-yl)-6-fluoro-4-methoxypyrrolo[2,1-f][1,2,4]triazin-2-amine